[Cr](=O)([O-])([O-])=O.[La+3].[Cr](=O)([O-])([O-])=O.[Cr](=O)([O-])([O-])=O.[La+3] lanthanum chromite oxide